C(\C=C\C(=O)O)(=O)O.FC=1C=CC=C(C(=O)N(C(C)C)C(C)C)C1 5-fluoro-N,N-diisopropylbenzamide fumarate